NC1=C(C(=NC(=N1)N1C[C@@H]2CCCCC[C@H](C1)C2N)C(=O)N)C2=C(C(=CC=C2)Cl)Cl 6-amino-5-(2,3-dichlorophenyl)-2-[(1R,7S,11r)-11-amino-9-azabicyclo[5.3.1]undec-9-yl]pyrimidine-4-carboxamide